N1(CCCC1)C1=NC(=CC(=N1)N1CCN(CC1)CC(C1=CC[C@H]2[C@@H]3CCC4=CC(C=C[C@]4(C)C3=CC[C@]12C)=O)=O)N1CCCC1 21-[4-(2,6-bis(1-pyrrolidinyl)-4-pyrimidinyl)-1-piperazinyl]pregna-1,4,9(11),16-tetraene-3,20-dione